FC1=CC=C(C=C1)C1=C(C(=NC2=CC3=C(C=C12)C=NN3)OC3CC(C3)C(=O)O)C(C)C (1R,3R)-3-[[5-(4-fluorophenyl)-6-isopropyl-1H-pyrazolo[4,3-g]quinolin-7-yl]oxy]cyclobutanecarboxylic acid